2-(2,6-dioxo-3-Piperidinyl)isoindoline-1,3-dione O=C1NC(CCC1N1C(C2=CC=CC=C2C1=O)=O)=O